ClC=1C(=C(C(=C(C1)C(C(=O)O)C)OC(C)C)C=1C=NC(=CC1)C(F)(F)F)C 2-(5-chloro-2-isopropoxy-4-methyl-3-(6-(trifluoromethyl)pyridin-3-yl)phenyl)propionic acid